(S)-2-(5-((4-((1-(3-(difluoromethyl)-2-fluorophenyl)ethyl)amino)-2-methylquinazolin-6-yl)(methyl)amino)-2-methoxyphenyl)-N,N-dimethylacetamide formate C(=O)O.FC(C=1C(=C(C=CC1)[C@H](C)NC1=NC(=NC2=CC=C(C=C12)N(C=1C=CC(=C(C1)CC(=O)N(C)C)OC)C)C)F)F